Nα-Benzoyl-L-arginine-4-nitroanilide-hydrochloride Cl.[N+](=O)([O-])C1=CC=C(NC([C@@H](NC(C2=CC=CC=C2)=O)CCCNC(N)=N)=O)C=C1